4-(4-Fluorophenyl)-6-[(2-Hydroxy-6-oxo-1-cyclohexene-1-yl)carbonyl]-2-methyl-1,2,4-triazine-3,5(2H,4H)-Dione FC1=CC=C(C=C1)N1C(N(N=C(C1=O)C(=O)C1=C(CCCC1=O)O)C)=O